tert-butyl N-[2-[2,4-dichloro-6-[2-(1H-indol-3-yl)ethylamino]pyrimidin-5-yl]oxy-1-methyl-ethyl]carbamate ClC1=NC(=C(C(=N1)Cl)OCC(C)NC(OC(C)(C)C)=O)NCCC1=CNC2=CC=CC=C12